C(CC=C)NC(\C=C\C)=O (E)-N-(but-3-en-1-yl)but-2-enamide